7-(2-methyl-4-(6-(trifluoromethyl)pyrido[3,2-d]pyrimidin-2-yl)phenyl)-6,7-dihydro-1H-pyrazolo[3,4-f][1,4]oxazepin-8(5H)-one CC1=C(C=CC(=C1)C=1N=CC2=C(N1)C=CC(=N2)C(F)(F)F)N2CCOC1=C(C2=O)NN=C1